C(C1=CC=CC=C1)N1C2=C(O[C@@H](C1=O)C)C=C(C(=C2)C(F)(F)F)NC(=O)NC(C)(C)C (R)-1-(4-benzyl-2-methyl-3-oxo-6-(trifluoromethyl)-3,4-dihydro-2H-benzo[b][1,4]oxazin-7-yl)-3-(tert-butyl)urea